C(=O)(O)C1=CC(=C(C(=O)NC=2C=C(C(C(=O)O)=CC2)C(=O)O)C=C1O)O 4-(4-carboxy-2,5-dihydroxybenzoylamino)phthalic acid